C(C)(C)N1C(=NN=C1)C1=CC=CC(=N1)NC(=O)NC1=NNC=2CCCCC12 1-(6-(4-isopropyl-4H-1,2,4-triazol-3-yl)pyridin-2-yl)-3-(4,5,6,7-tetrahydro-1H-indazol-3-yl)urea